3-phenylindenone C1(=CC=CC=C1)C1=CC(C2=CC=CC=C12)=O